[C@H]12[C@H](C[C@H](CC1)C2)N (1S,2S,4R)-bicyclo[2.2.1]heptane-2-amine